FC=1C=C2C(=NN(C2=CC1N1CCC(CC1)=O)C)N1C(NC(CC1)=O)=O 1-(5-fluoro-1-methyl-6-(4-oxopiperidin-1-yl)-1H-indazol-3-yl)dihydropyrimidine-2,4(1H,3H)-dione